O.[Na+].OC1=C(C=C(C=C1I)OC1=C(C=C(C[C@H](N)C(=O)[O-])C=C1I)I)I O-(4-hydroxy-3,5-diiodophenyl)-3,5-diiodo-L-tyrosine monosodium salt hydrate